FC=1C=C(C#N)C=CC1COC1=NC(=CC=C1F)C1CCNCC1 3-fluoro-4-[[3-fluoro-6-(4-piperidyl)-2-pyridyl]oxymethyl]benzonitrile